4-bromo-N7-(2-cyclopentyloxan-4-yl)-5-[(1-methylpiperidin-4-yl)amino]furo[2,3-c]pyridine-2,7-dicarboxamide BrC1=C2C(=C(N=C1NC1CCN(CC1)C)C(=O)NC1CC(OCC1)C1CCCC1)OC(=C2)C(=O)N